2-(1-Adamantyl)-N-(4-amino-3-nitro-phenyl)acetamide C12(CC3CC(CC(C1)C3)C2)CC(=O)NC2=CC(=C(C=C2)N)[N+](=O)[O-]